1-(aminomethyl)-N-isopropylcyclohexan-1-amine NCC1(CCCCC1)NC(C)C